2-(6-chloro-8-fluoroquinolin-4-yl)propan-2-ol ClC=1C=C2C(=CC=NC2=C(C1)F)C(C)(C)O